CNCC1=CC=C(C=C1)C1=NOC(=C1)C=1C(=NC=C(N1)C1=CC=C(C=C1)S(=O)(=O)C(C)C)N 3-[3-[4-(methylaminomethyl)phenyl]-1,2-oxazol-5-yl]-5-(4-propan-2-ylsulfonylphenyl)pyrazin-2-amine